CC1=C(C=C(C(=O)NC=2C=NC=C(C2)C(F)(F)F)C=C1)OC1CN(C1)C=1C=CC=C2C=NN(C12)C 4-methyl-3-((1-(1-methyl-1H-indazol-7-yl)azetidin-3-yl)oxy)-N-(5-(trifluoromethyl)pyridin-3-yl)benzamide